3,3'-(((2-amino-3-hydroxy-2-(hydroxymethyl)propoxy)(3-(dimethyl(octadecyl)ammonio)propyl)silanediyl)bis(oxy))bis(1-hydroxy-2-(hydroxymethyl)propan-2-aminium) methanesulfonate CS(=O)(=O)[O-].NC(CO[Si](OCC(CO)([NH3+])CO)(OCC(CO)([NH3+])CO)CCC[N+](CCCCCCCCCCCCCCCCCC)(C)C)(CO)CO.CS(=O)(=O)[O-].CS(=O)(=O)[O-]